O1C[C@@H](CC1)COC=1C=C(C=CC1)C1(CCOCC1)C(=O)O 4-[3-[[(3R)-tetrahydrofuran-3-yl]methoxy]phenyl]tetrahydropyran-4-carboxylic acid